bis[bis[2-methyladamantylacetyloxymethoxyphenyl]phenyl-sulfonium] perfluorobutane-1,4-disulfonate FC(C(C(C(S(=O)(=O)[O-])(F)F)(F)F)(F)F)(S(=O)(=O)[O-])F.CC1C2(CC3CC(CC1C3)C2)CC(=O)OCOC2=C(C=CC=C2)[S+](C2=CC=CC=C2)C2=C(C=CC=C2)OCOC(CC23C(C1CC(CC(C2)C1)C3)C)=O.CC3C1(CC2CC(CC3C2)C1)CC(=O)OCOC1=C(C=CC=C1)[S+](C1=CC=CC=C1)C1=C(C=CC=C1)OCOC(CC12C(C3CC(CC(C1)C3)C2)C)=O